BrC1=C(C=C(C=C1)C1(CC1)C=N[S@](=O)C(C)(C)C)F (R)-N-((1-(4-bromo-3-fluorophenyl)cyclopropyl)methylene)-2-methylpropane-2-sulfinamide